ClC=1NC(C2=C(N1)C=CS2)=O 2-chloro-3H,4H-thieno[3,2-d]pyrimidin-4-one